tert-Butyl 3-(2-chloro-4-fluoro-5-nitro-phenyl)-1,4-oxazepane-4-carboxylate ClC1=C(C=C(C(=C1)F)[N+](=O)[O-])C1COCCCN1C(=O)OC(C)(C)C